C(C)(C)(C)OC(N[C@H](C)C1=CC=CC2=CC=CC=C12)=O ((R)-1-(naphthalen-1-yl)ethyl)carbamic acid tert-butyl ester